N=1N(N=C2C1C=CC=C2)C=2C=C(C=C(C2O)C(C)(C)C)CCC(=O)O β-[3-(2H-benzotriazole-2-yl)-4-hydroxy-5-tert.butylphenyl]-propionic acid